4-bromo-2-(2-methoxyprop-2-yl)pyridine BrC1=CC(=NC=C1)C(C)(C)OC